3a,7a-dihydro-1H-indole-2-carboxamide N1C(=CC2C=CC=CC12)C(=O)N